The molecule is a trihydroxyflavanone that is aromadendrin 3-O-acetate substituted by a methoxy group at position 6. It is an acetate ester, a monomethoxyflavanone, a trihydroxyflavanone and a member of 4'-hydroxyflavanones. It derives from a (+)-dihydrokaempferol. CC(=O)O[C@@H]1[C@H](OC2=C(C1=O)C(=C(C(=C2)O)OC)O)C3=CC=C(C=C3)O